4,4,5,5-tetramethyl-2-(6-methyl-3,6-dihydro-2H-pyran-4-yl)-1,3,2-dioxaborolane CC1(OB(OC1(C)C)C=1CCOC(C1)C)C